N-(3-methoxy-4-(3-chlorobenzamido)phenyl)-1,2,3,4-tetrahydronaphthalene-1-carboxamide COC=1C=C(C=CC1NC(C1=CC(=CC=C1)Cl)=O)NC(=O)C1CCCC2=CC=CC=C12